ferrocenyl-valeric acid [C-]1(C=CC=C1)C(C(=O)O)CCC.[CH-]1C=CC=C1.[Fe+2]